ClCCCC(=O)C1=CC=C(C=C1)C(C(=O)[O-])(C)C 2-(4-(4-chlorobutyryl) phenyl)-2-methylpropionate